[Cu].N1[C@@H](CCC1)C(=O)O Proline copper